N1=CC(=CC=C1)CCN R-3-pyridineethylamine